BrC=1C=C(C=2N(C1)N=C(N2)N)F 6-bromo-8-fluoro-[1,2,4]triazolo[1,5-a]-pyridin-2-amine